7-fluoro-4-((4-methoxybenzyl)amino)-3-methylimidazo[1,5-a]quinoxaline-8-carboxylic acid methyl ester COC(=O)C1=C(C=C2N=C(C=3N(C2=C1)C=NC3C)NCC3=CC=C(C=C3)OC)F